methyl 3-(1-nitrocyclopentyl)propanoate [N+](=O)([O-])C1(CCCC1)CCC(=O)OC